3-butyramido-N-((2S)-3-(naphthalen-1-yl)-1-oxo-1-(6-(pyridin-3-yl)-5,6-dihydropyridin-1(2H)-yl)propan-2-yl)benzamide C(CCC)(=O)NC=1C=C(C(=O)N[C@H](C(N2CC=CCC2C=2C=NC=CC2)=O)CC2=CC=CC3=CC=CC=C23)C=CC1